C1(CC1)/C(/C(C(=O)OCC)=O)=C/N(C)C ethyl (3Z)-3-cyclopropyl-4-(dimethylamino)-2-oxobut-3-enoate